C(C)N(S(=O)(=O)C1=CC=C(C=C1)S(=O)(=O)N1C[C@@H](CCC1)C(=O)N1CCN(CC1)C1=NC(=NO1)C)CC (R)-N,N-diethyl-4-((3-(4-(3-methyl-1,2,4-oxadiazol-5-yl)piperazine-1-carbonyl)piperidin-1-yl)sulfonyl)benzenesulfonamide